F[P-](F)(F)(F)(F)F.C(C)(C)(C)C1=CC(=NC=C1)C1=NC=CC(=C1)C(C)(C)C.[Ir+] Iridium (1+) 4-tert-butyl-2-(4-tert-butyl-2-pyridinyl)pyridine hexafluorophosphate